ClC=1C=C(C=CC1Cl)C1=C(C=CC=C1)S 3,4-dichlorophenylthiophenol